N1[C@@H](CC[C@H]1CO)CO ((2S,5S)-pyrrolidine-2,5-diyl)dimethanol